C(C)(C)(C)OC(=O)NC(CC1=C(C=C(C=C1)CCB(O)O)F)C(=O)OCC 2-(4-{2-[(tert-butoxycarbonyl)amino]-3-ethoxy-3-oxopropyl}-3-fluorophenyl)ethyl-boronic acid